Methyl 1-(2-methoxy-2-oxoethyl)cyclopropane-1-carboxylate COC(CC1(CC1)C(=O)OC)=O